CC1=C(CC2C(CCCCC2)=O)C=CC=C1 2-(2-methylbenzyl)-1-cycloheptanone